diethyl 2-((3-benzoyl-5-methoxybenzofuran-2-yl) methyl)-2-bromomalonate C(C1=CC=CC=C1)(=O)C1=C(OC2=C1C=C(C=C2)OC)CC(C(=O)OCC)(C(=O)OCC)Br